ClC1=C(C(=CC=C1)F)N1C=NC2=C(C1=O)C=NC1=C2C=C(N1)C=1C=NN(C1)C1CCN(CC1)C 3-(2-chloro-6-fluorophenyl)-8-(1-(1-methylpiperidin-4-yl)-1H-pyrazol-4-yl)-3,7-dihydro-4H-pyrrolo[3',2':5,6]pyrido[4,3-d]pyrimidin-4-one